methyl cis-3-(4-(difluoromethyl)-1H-pyrazol-3-yl)-2-((((CIS)-4-phenylcyclohexyl)oxy)methyl)piperidine-1-carboxylate FC(C=1C(=NNC1)[C@@H]1[C@@H](N(CCC1)C(=O)OC)CO[C@@H]1CC[C@@H](CC1)C1=CC=CC=C1)F